C1(=CC=CC=C1)C(N1CCN(CC1)C1=C(C=C(C=C1)C(=O)N1CCNCC1)NS(=O)(=O)C)C1=CC=CC=C1 N-[2-[4-(diphenylmethyl)-1-piperazinyl]-5-(1-piperazinylcarbonyl)phenyl]-methanesulfonamide